2-((4-methyl-5-(4-methylbenzyl)thiazol-2-yl)amino)-2-oxoethyl (2-methoxyethyl)(methyl)sulfamate COCCN(S(OCC(=O)NC=1SC(=C(N1)C)CC1=CC=C(C=C1)C)(=O)=O)C